FC1=C(C=C(C=C1C(F)(F)F)[N+](=O)[O-])C(C)=O 1-[2-Fluoro-5-nitro-3-(trifluoromethyl)phenyl]ethanone